C(C)C1=C2C(=CC(=CC2=CC=C1F)O)C1=C(C=2N=C(N=C(C2C=N1)N1CCC(CCC1)=C)OC[C@]12CCCN2C[C@@H](C1)F)F 5-Ethyl-6-fluoro-4-(8-fluoro-2-(((2R,7aS)-2-fluorotetrahydro-1H-pyrrolizin-7a(5H)-yl)methoxy)-4-(4-methyleneazepan-1-yl)pyrido[4,3-d]pyrimidin-7-yl)naphthalen-2-ol